NC=1C(N(C=CC1)CC)=O 3-amino-1-ethylpyridin-2(1H)-one